ClC1=C(C=C2C(=NN=C(C2=C1)N1CCN(CC1)C(C=C)=O)C1CC1)C1=C(C=CC=C1O)F (4-(7-chloro-4-cyclopropyl-6-(2-fluoro-6-hydroxyphenyl)-1-phthalazinyl)-1-piperazinyl)-2-propen-1-one